ClC1=CC=C2C=3[C@H](C4(CCN(CC4)C)NC(C3N(C2=C1Cl)C)=O)C#N (4R)-7,8-dichloro-1',9-dimethyl-1-oxo-1,2,4,9-tetrahydrospiro[beta-carboline-3,4'-piperidine]-4-carbonitrile